ClC=1C=C(C=CC1)C(C(C1=CC=CC=C1)OC(NC(C(NC(C=O)CC1C(NCC1)=O)=O)CCCC)=O)(C)C (1-oxo-1-((1-oxo-3-(2-oxopyrrolidin-3-yl)propan-2-yl)amino)hexan-2-yl)carbamic acid 2-(3-chlorophenyl)-2-methyl-1-phenylpropyl ester